C(C)(C)(C)OC(=O)N1C[C@@H]([C@H](CC1)NC1=C2C=C(N(C2=CC=C1)CC(F)(F)F)I)F tert-butyl-(3S,4S)-3-fluoro-4-((2-iodo-1-(2,2,2-trifluoroethyl)-1H-indol-4-yl)amino)piperidine-1-carboxylate